NC1=NNC2=NC(=CC(=C21)C2=CC=C(C=C2)[N+](=O)[O-])C=2CCN(CC2)C(C(C)C)=O 1-(4-(3-amino-4-(4-nitrophenyl)-1H-pyrazolo[3,4-b]pyridin-6-yl)-3,6-dihydropyridin-1(2H)-yl)-2-methylpropan-1-one